FC1(C[C@@]12CN([C@@H](C2)C(=O)N[C@H](C=O)C[C@H]2C(NCCC2)=O)C(=O)C=2NC1=CC=CC(=C1C2)OC)F (3S,6S)-1,1-difluoro-5-(4-methoxy-1H-indole-2-carbonyl)-N-[(2S)-1-oxo-3-[(3S)-2-oxopiperidin-3-yl]propan-2-yl]-5-azaspiro[2.4]heptane-6-carboxamide